ClC=1C(=C(CN2CCC(CC2)(C(=O)O)CC2=NC(=CC=C2F)NC2=NNC(=C2)C)C=CC1)C 1-(3-chloro-2-methylbenzyl)-4-((3-fluoro-6-((5-methyl-1H-pyrazol-3-yl)amino)pyridin-2-yl)methyl)-piperidine-4-carboxylic acid